O[N-]CCC1=CC=CC=C1 N-hydroxy(2-phenylethyl)amide